CN(C1=CC=C(C=2N1C=NN2)C=2C=1N(C(=NC2)NCC2=C(C=CC3=C2CCO3)F)C=NN1)C 8-(5-(dimethylamino)-[1,2,4]triazolo[4,3-a]pyridin-8-yl)-N-((5-fluoro-2,3-dihydrobenzofuran-4-yl)methyl)-[1,2,4]triazolo[4,3-c]pyrimidin-5-amine